2,6-dimethyl-2-hydroxyheptanal CC(C=O)(CCCC(C)C)O